3-(3-(3-hydroxyphenyl)prop-2-yn-1-yl)-1,7-dimethyl-8-(methylsulfanyl)-3,7-dihydro-1H-purine-2,6-dione OC=1C=C(C=CC1)C#CCN1C(N(C(C=2N(C(=NC12)SC)C)=O)C)=O